(4-amino-7-(4-methyloxazol-5-yl)-2-(2-(pyridin-2-yl)ethyl)-2H-[1,2,3]triazolo[4,5-c]pyridin-6-yl)-2-fluorobenzonitrile NC1=NC(=C(C=2C1=NN(N2)CCC2=NC=CC=C2)C2=C(N=CO2)C)C=2C(=C(C#N)C=CC2)F